2-(5-Bromopyrimidin-2-yl)-6-(3-methoxy-2-methylphenyl)-5,6,7,8-tetrahydrophthalazin-1(2H)-one BrC=1C=NC(=NC1)N1C(C=2CCC(CC2C=N1)C1=C(C(=CC=C1)OC)C)=O